CC1=CC=C(C=C1)S(=O)(=O)O.ClC(OC1=CC=C(N)C=C1)(F)F 4-(Chlorodifluoromethoxy)aniline p-Toluenesulfonic acid salt